5-chloro-1H-pyrimidine-2,4-dione ClC=1C(NC(NC1)=O)=O